C1CC1 (1E,1'E)-cyclopropane